S(=O)(=O)(C1=CC=C(C)C=C1)OC[C@H]1CN(CCC1)C(=O)OC(C)(C)C Tert-butyl (R)-3-((tosyloxy)methyl)piperidine-1-carboxylate